ClC1=NC(=C(C(=C1C#N)CC)C#N)N1CC=2NN=CC2C1 2-chloro-4-ethyl-6-(pyrrolo[3,4-c]pyrazol-5(1H,4H,6H)-yl)pyridine-3,5-dicarbonitrile